FC(C1(CCC1)O)(F)F 1-(trifluoromethyl)cyclobutanol